COC1=C(C=CC(=C1)S(=O)(=O)N1CCOCC1)NCC#C 3-{[2-methoxy-4-(morpholine-4-sulfonyl)phenyl]amino}prop-1-yn